7-(3-isopropyl-5-(piperidin-4-yl)-1H-indol-2-yl)-2-methyl-[1,2,4]triazolo[1,5-a]pyridine C(C)(C)C1=C(NC2=CC=C(C=C12)C1CCNCC1)C1=CC=2N(C=C1)N=C(N2)C